CC([C@@H](C(=O)N[C@H](CCC(=O)OCC)C(=O)OCC)NC(C(C)(C1=CC=C(C=C1)C)C)=O)(C)C Diethyl ((S)-3,3-dimethyl-2-(2-methyl-2-(p-tolyl)propanamido)butanoyl)-D-glutamate